OS(=O)(=O)SSS(=O)(=O)[O-] The molecule is a tetrathionate ion. It is a conjugate base of a tetrathionic acid. It is a conjugate acid of a tetrathionate(2-).